2,4,6-trimethyl-1,3-phenylenediamine CC1=C(C(=CC(=C1N)C)C)N